C(C)(C)(C)OC(CCN1CCN(CC1)C=1C=C2C(N(C(C2=CC1)=O)C1C(NC(CC1)=O)=O)=O)=O.C(=C/CC)/C1=C(C(=O)N)C=CC=C1 (Z)-2-butenyl-benzamide Tert-butyl-3-[4-[2-(2,6-dioxopiperidin-3-yl)-1,3-dioxoisoindol-5-yl]piperazin-1-yl]propanoate